2,5-dichloro-4-aminobenzenesulfonyl chloride ClC1=C(C=C(C(=C1)N)Cl)S(=O)(=O)Cl